1,5-dimethyl-4,5,6,7-tetrahydro-1H-imidazo[4,5-c]Pyridine-2-carboxylic acid CN1C(=NC=2CN(CCC21)C)C(=O)O